P(OCC1CCCN2C(=CC=C12)C(C1=CC=CC=C1)=O)([O-])=O ((3-benzoyl-5,6,7,8-tetrahydroindolizin-8-yl) methyl) phosphonate